methyl 2-(1-(2-chlorophenyl)-1-(2-methylpyrimidin-5-yl) propan-2-yl)-5-hydroxy-1-methyl-6-oxo-1,6-dihydropyrimidine-4-carboxylate ClC1=C(C=CC=C1)C(C(C)C=1N(C(C(=C(N1)C(=O)OC)O)=O)C)C=1C=NC(=NC1)C